(R)-5-bromo-1-(tetrahydrofuran-3-yl)-1H-indazole-3-carboxylic acid methyl ester COC(=O)C1=NN(C2=CC=C(C=C12)Br)[C@H]1COCC1